FC=1C=C(C(=O)NC2=NN(C=C2)C)C=C(C1)CN1C(C2=CC=C(C=C2C=C1)C=1C=NNC1C(F)(F)F)=O 3-fluoro-N-(1-methyl-1H-pyrazol-3-yl)-5-((1-oxo-6-(5-(trifluoromethyl)-1H-pyrazol-4-yl)isoquinolin-2(1H)-yl)methyl)benzamide